Cl.C1(C=CC=C1)[Zr+2]C1C=CC=C1 Bis(cyclopentadienyl)zirconium (IV) hydrogen chloride